C(CC)C(C#N)CCCCC 2-propyl-heptanenitrile